Cl.[N+](=O)([O-])C1=CC=C(C=C1)CCN 2-(4-nitrophenyl)ethan-1-amine hydrochloride